1-((1R,3R,5S)-3-((5-cyclopropyl-3-(2,6-dichlorophenyl)isoxazol-4-yl)methoxy)-8-azabicyclo[3.2.1]octane-8-carbonyl)indoline-4-carboxylic acid methyl ester COC(=O)C=1C=2CCN(C2C=CC1)C(=O)N1[C@H]2CC(C[C@@H]1CC2)OCC=2C(=NOC2C2CC2)C2=C(C=CC=C2Cl)Cl